2,3-di[4-aminophenyl-(4-methoxyphenyl)amino]quinoxaline NC1=CC=C(C=C1)N(C1=NC2=CC=CC=C2N=C1N(C1=CC=C(C=C1)OC)C1=CC=C(C=C1)N)C1=CC=C(C=C1)OC